O=C1N(C(C2=CC=CC=C12)=O)CCC(=O)Cl (1,3-dioxo-1,3-dihydro-2H-isoindol-2-yl)propionyl chloride